BrC1=CC=C(C=C1C1=CC=CC=C1)NC1=CC=C(C=C1)Br N-(6-bromobiphenyl-3-yl)-N-(4-bromophenyl)amine